ClC1=C(C(=O)OCCC#C)C=CC(=C1OCC1=CC=C(C=C1)OC)OCC1=CC=C(C=C1)OC but-3-yn-1-yl 2-chloro-3,4-bis((4-methoxybenzyl)oxy)benzoate